stannous tosylate S(=O)(=O)([O-])C1=CC=C(C)C=C1.[Sn+2].S(=O)(=O)([O-])C1=CC=C(C)C=C1